FC1=C(C=C(C=C1)[C@@H](O)C=1SC=CN1)C=1C2=C(N=CN1)C=C(S2)N2CCOCC2 |r| Racemic-[4-fluoro-3-(6-morpholin-4-ylthieno[3,2-d]pyrimidin-4-yl)phenyl]thiazol-2-ylmethanol